bis(t-butylamino)silane dilithium [Li].[Li].C(C)(C)(C)N[SiH2]NC(C)(C)C